FC(C(=O)O)(F)F.C1(CCCC1)OC=1C=C(C=CC1)SC=1N=NNC1C(=O)O 4-((3-(cyclopentyloxy)phenyl)thio)-1H-1,2,3-triazole-5-carboxylic acid 2,2,2-trifluoroacetate